L-α-aspartyl-L-asparagyl-L-α-aspartyl-L-isoleucine N[C@@H](CC(O)=O)C(=O)N[C@@H](CC(N)=O)C(=O)N[C@@H](CC(O)=O)C(=O)N[C@@H]([C@@H](C)CC)C(=O)O